t-butyl (1-(3-chloropyridin-2-yl)cyclobutyl)methyl(5-(5-(cyanomethyl)thiazol-2-yl)pyrimidin-2-yl)carbamate ClC=1C(=NC=CC1)C1(CCC1)CN(C(OC(C)(C)C)=O)C1=NC=C(C=N1)C=1SC(=CN1)CC#N